4-bromo-3',4',5',6'-tetraphenyl-1,1':2',1''-terphenyl BrC1=CC=C(C=C1)C=1C(=C(C(=C(C1C1=CC=CC=C1)C1=CC=CC=C1)C1=CC=CC=C1)C1=CC=CC=C1)C1=CC=CC=C1